benzyl-(S)-4-(5-(3-(3-acetoxy-2,2-dimethylpropyl)-5-bromo-1-ethyl-1H-indol-2-yl)-6-(1-methoxyethyl) pyridin-3-yl)piperazine-1-carboxylate C(C1=CC=CC=C1)OC(=O)N1CCN(CC1)C=1C=NC(=C(C1)C=1N(C2=CC=C(C=C2C1CC(COC(C)=O)(C)C)Br)CC)[C@H](C)OC